2-amino-9-[(1R,3R,4R)-4-hydroxy-3-hydroxymethyl-2-methylcyclopentyl]-1,9-dihydro-6H-purin-6-one NC=1NC(C=2N=CN(C2N1)[C@H]1C([C@@H]([C@@H](C1)O)CO)C)=O